2-cyclobutoxy-3,4,5,6-tetrafluoro-N-(3-fluoro-4-methoxyphenyl)benzenesulfonamide stannum fluoride [Sn](F)(F)(F)F.C1(CCC1)OC1=C(C(=C(C(=C1F)F)F)F)S(=O)(=O)NC1=CC(=C(C=C1)OC)F